C(C)(=O)NC=1C(=CC(=C(C1)NC(C1=C(C=CC(=C1)NC(=O)[C@@H]1C([C@H]1C1=CC(=C(C=C1)F)C(F)(F)F)(Cl)Cl)F)=O)F)F N-(5-Acetamido-2,4-difluorophenyl)-5-((1R,3R)-2,2-dichloro-3-(4-fluoro-3-(trifluoromethyl)phenyl)cyclopropane-1-carboxamido)-2-fluorobenzamide